COC=1C=C(SC1C)C1=NC(=NC=C1C(F)(F)F)NC1CCN(CC1)S(=O)(=O)C 4-(4-methoxy-5-methylthiophen-2-yl)-N-(1-(methylsulfonyl)piperidin-4-yl)-5-(trifluoro-methyl)pyrimidin-2-amine